N-(2,6-DICHLORO-4-FORMYLPHENYL)ACETAMIDE ClC1=C(C(=CC(=C1)C=O)Cl)NC(C)=O